2-[(S)-1-(2,3-Dihydro-[1,4]dioxino[2,3-b]pyridin-2-yl)methoxy]-9-(oxazol-2-ylmethoxy)-6,7-dihydro-pyrimido[6,1-a]isoquinolin-4-one O1[C@H](COC2=NC=CC=C21)COC2=NC(N1C(C3=CC=C(C=C3CC1)OCC=1OC=CN1)=C2)=O